C(C)C1=NC(=CC=C1CN1CC(CC(C1)(F)F)C(=O)OC)C=1N=NN(C1COC(=O)OC1=CC=C(C=C1)[N+](=O)[O-])C methyl 1-((2-ethyl-6-(1-methyl-5-((((4-nitrophenoxy) carbonyl) oxy) methyl)-1H-1,2,3-triazol-4-yl) pyridin-3-yl) methyl)-5,5-difluoropiperidine-3-carboxylate